(E)-4-amino-N'-(4-((4-oxo-4H-benzopyran-3-yl)methoxy)benzylidene)benzoylhydrazine NC1=CC=C(C(=O)N/N=C/C2=CC=C(C=C2)OCC2=COC3=C(C2=O)C=CC=C3)C=C1